COCCO[C@H]1[C@@H](O[C@@H]([C@H]1O)CO)N1C(=O)N=C(N)C(=C1)C 2'-O-methoxyethyl-5-methylcytidine